C1(=CC=CC=C1)OC(C=CC1=CC=CC=C1)=O cinnamic acid phenyl ester